(2E)-3-(3,5-difluoro-1H-indazol-6-yl)-N-(6-methoxy-2,4-dimethylpyridin-3-yl)prop-2-enamide FC1=NNC2=CC(=C(C=C12)F)/C=C/C(=O)NC=1C(=NC(=CC1C)OC)C